C(CCCCCCCCC(=O)OC1CC(N(C(C1)(C)C)O)(C)C)(=O)OC1CC(N(C(C1)(C)C)O)(C)C bis(1-oxyl-2,2,6,6-tetramethyl-piperidin-4-yl) sebacate